C(C)(C)(C)OC(=O)N1CC(CCC1)CCCC(=O)O 4-(1-(tert-butoxycarbonyl)piperidin-3-yl)butanoic acid